ClC1=C(OC2=CC=C(C=C2)C2=NN(C3=C2C=NC=C3OCC)[C@H]3CN(CC3)C(C=C)=O)C=CC=C1OC (R)-1-(3-(3-(4-(2-chloro-3-methoxyphenoxy)phenyl)-7-ethoxy-1H-pyrazolo[4,3-c]pyridin-1-yl)pyrrolidin-1-yl)prop-2-en-1-one